P(OC1=C(C=C(C=C1)C(C)(C)C)C(C)(C)C)(OC1=C(C=C(C=C1)C(C)(C)C)C(C)(C)C)OC1=C(C=C(C=C1)C(C)(C)C)C(C)(C)C Tri(2,4-di-tert-butylphenyl) phosphite